C(C)NCCNC(OC(C)(C)C)=O tert-butyl (2-(ethylamino)ethyl)carbamate